N-(2-chlorophenyl)-4-((2-((4-((7-(1-(4-(2,6-dioxopiperidin-3-yl)-2-fluorophenyl)piperidin-4-yl)-7-azaspiro[3.5]nonan-2-yl)carbamoyl)phenyl)amino)-5-fluoropyrimidin-4-yl)amino)benzamide ClC1=C(C=CC=C1)NC(C1=CC=C(C=C1)NC1=NC(=NC=C1F)NC1=CC=C(C=C1)C(NC1CC2(C1)CCN(CC2)C2CCN(CC2)C2=C(C=C(C=C2)C2C(NC(CC2)=O)=O)F)=O)=O